ClC1=C(N)C(=CC(=C1)C#C)Cl 2,6-dichloro-4-ethynylaniline